CC=1C(=NON1)S(=O)(=O)Cl 4-Methyl-1,2,5-oxadiazole-3-sulfonyl chloride